(S)-1-[(S)-3-Methyl-1-({4-[(1-methyl-1H-imidazol-2-yl)methyl]-1-piperidyl}carbonyl)butyl]-3-isobutyl-2-piperazinone CC(C[C@@H](C(=O)N1CCC(CC1)CC=1N(C=CN1)C)N1C([C@@H](NCC1)CC(C)C)=O)C